N-(5-(2-(7-oxa-4-azaspiro[2.5]octan-4-yl)acetamido)-2-methylpyridin-3-yl)-2-(1-methyl-1H-pyrazol-4-yl)pyrazolo[5,1-b]thiazole-7-carboxamide C1CC12N(CCOC2)CC(=O)NC=2C=C(C(=NC2)C)NC(=O)C=2C=NN1C2SC(=C1)C=1C=NN(C1)C